[Mg].[Al] aluminium magnesium salt